2-(((2-(4-(2-hydroxyethyl)piperazin-1-yl)ethyl)amino)methylene)-5-(trifluoromethyl)cyclohexane-1,3-dione OCCN1CCN(CC1)CCNC=C1C(CC(CC1=O)C(F)(F)F)=O